OC(CN1[C@H](CC1)COC1=C(N(N=C1)C)C1=CC=2N(C=C1)N=C(C2)NC(=O)C2CC2)(C)C N-[5-[4-[[(2R)-1-(2-hydroxy-2-methyl-propyl)azetidin-2-yl]methoxy]-2-methyl-pyrazol-3-yl]pyrazolo[1,5-a]pyridin-2-yl]cyclopropanecarboxamide